6-(4-methylpiperazin-1-yl)-1,7-naphthyridin CN1CCN(CC1)C=1C=C2C=CC=NC2=CN1